OC1(CC(C1)(C#N)C)C1=CC=2C(=NC(=CC2)C=2C=C3C(=NC2)N(N=N3)C)S1 cis-3-hydroxy-1-methyl-3-(6-(3-methyl-3H-[1,2,3]triazolo[4,5-b]pyridin-6-yl)thieno[2,3-b]pyridin-2-yl)cyclobutanecarbonitrile